C(\C=C\C\C=C/CCCCC)OC(C)=O acetic acid (2E,5Z)-undec-2,5-dien-1-yl ester